tert-butyl (2R,5S)-4-(2-(cyanomethyl)-5-methyl-6-oxo-5,6-dihydroimidazo[1,2-b]pyridazin-8-yl)-2-ethyl-5-methylpiperazine-1-carboxylate C(#N)CC=1N=C2N(N(C(C=C2N2C[C@H](N(C[C@@H]2C)C(=O)OC(C)(C)C)CC)=O)C)C1